Cl.N1=C(N=CC=C1)C(=O)O pyrimidine-2-carboxylic acid HCl